4-(2-Amino-2-methylpropanoyl)-N-(1-(6-(((trans)-4-aminocyclohexyl)amino)-5,6,7,8-tetrahydronaphthalen-2-yl)-2-oxo-1,2-dihydropyrimidin-4-yl)piperazine-1-carboxamide hydrochloride Cl.NC(C(=O)N1CCN(CC1)C(=O)NC1=NC(N(C=C1)C1=CC=2CCC(CC2C=C1)N[C@@H]1CC[C@H](CC1)N)=O)(C)C